C(CC)B1OB(OB(O1)CCC)CCC 2,4,6-tripropyl-boroxine